2-(3,4-epoxycyclohexyl)-ethyl-trimethoxysilane C1(CC2C(CC1)O2)CC[Si](OC)(OC)OC